6-(4-(3-Chloro-5-fluorophenyl)-2-ethyl-1H-imidazol-5-yl)quinoxaline ClC=1C=C(C=C(C1)F)C=1N=C(NC1C=1C=C2N=CC=NC2=CC1)CC